4-(3-amino-6-(N-(1-methylcyclopropyl)sulfamoyl)imidazo[1,2-a]pyridin-8-yl)-N,N-dimethylpiperazine-1-carboxamide NC1=CN=C2N1C=C(C=C2N2CCN(CC2)C(=O)N(C)C)S(NC2(CC2)C)(=O)=O